FC1=C(O[C@H]2C[C@]3([C@H](CN(C3)C[C@@H](O)C=3C=C4CCC(NC4=CC3)=O)C2)O)C=CC=C1F 6-((S)-2-((3aR,5R,6aS)-5-(2,3-difluorophenoxy)-3a-hydroxyhexahydrocyclopenta[c]pyrrol-2(1H)-yl)-1-hydroxyethyl)-3,4-dihydroquinolin-2(1H)-one